FC(C(C)ON1C(C2=C(CCC1)C=CC=C2)=O)(F)F ((1,1,1-trifluoropropan-2-yl)oxy)-2,3,4,5-tetrahydro-1H-benzo[c]azepin-1-one